1-(3-(2,4-dioxotetrahydropyrimidin-1(2H)-yl)-1-methyl-1H-indazol-6-yl)piperidine-4-carbaldehyde O=C1N(CCC(N1)=O)C1=NN(C2=CC(=CC=C12)N1CCC(CC1)C=O)C